C(#N)C1=CC(=C(C=C1)S(=O)(=O)N1CC(C1)(CO)COC1=CC(=C(C#N)C=C1)F)C 4-((1-((4-Cyano-2-methylphenyl)sulfonyl)-3-(hydroxymethyl)azetidin-3-yl)methoxy)-2-fluorobenzonitrile